NC1=C2C(=NC=N1)N(N=C2C2=CC=C(C=C2)OC2=CC=CC=C2)C2CCN(CC2)CC2CCN(CC2)CCC2CCN(CC2)C=2C=C1CN(C(C1=CC2)=O)C2C(NC(CC2)=O)=O 3-(5-(4-(2-(4-((4-(4-amino-3-(4-phenoxyphenyl)-1H-pyrazolo[3,4-d]pyrimidin-1-yl)piperidin-1-yl)methyl)piperidin-1-yl)ethyl)piperidin-1-yl)-1-oxoisoindolin-2-yl)piperidine-2,6-dione